5-methyl-1-((R)-1-(((R)-((R)-7-(1-methyl-1H-pyrazol-4-yl)-1,2,3,4-tetrahydropyrido[2,3-b]pyrazin-3-yl)(phenyl)methyl)amino)propan-2-yl)-1H-pyrazole-3-carbonitrile CC1=CC(=NN1[C@@H](CN[C@H](C1=CC=CC=C1)[C@H]1CNC2=C(N1)N=CC(=C2)C=2C=NN(C2)C)C)C#N